C(C)(=O)OC1O[C@H]([C@@H]([C@H]([C@@H]1OC(C)=O)OC(C)=O)OC(C)=O)C1=CC(=C(C=C1)C)CC1=CC=C(C=C1)Cl (3S,4R,5S,6S)-6-(3-(4-Chlorobenzyl)-4-methylphenyl)tetrahydro-2H-pyran-2,3,4,5-tetrayl Tetraacetate